4-(4-bromophenyl)-2-(cis-4-((tert-butyldimethylsilyl)oxy)cyclohexyl)-1H-imidazole-5-carboxylic acid ethyl ester C(C)OC(=O)C1=C(N=C(N1)[C@@H]1CC[C@@H](CC1)O[Si](C)(C)C(C)(C)C)C1=CC=C(C=C1)Br